Palmitic-tert-butyl ester C(C)(C)(C)OC(CCCCCCCCCCCCCCC)=O